10-(2-((1R,4R)-2-oxa-5-azabicyclo[2.2.1]heptan-5-yl)ethyl)-3,7-bis-(1-(tetrahydro-2H-pyran-2-yl)-1H-pyrazolo[3,4-b]pyridin-4-yl)-10H-phenoxazine [C@H]12OC[C@H](N(C1)CCN1C3=CC=C(C=C3OC=3C=C(C=CC13)C1=C3C(=NC=C1)N(N=C3)C3OCCCC3)C3=C1C(=NC=C3)N(N=C1)C1OCCCC1)C2